3-(5-bromo-3-ethylsulfonyl-2-pyridyl)-8-(2,2,3,3,3-pentafluoropropoxy)imidazo[1,5-a]pyridine BrC=1C=C(C(=NC1)C1=NC=C2N1C=CC=C2OCC(C(F)(F)F)(F)F)S(=O)(=O)CC